3-(4-cyclohexylethylamino-2-methoxyphenyl)-3-(1-ethyl-2-methylindole-3-yl)-4-azaphthalide C1(CCCCC1)CCNC1=CC(=C(C=C1)C1(OC(=O)C2=CC=CN=C12)C1=C(N(C2=CC=CC=C12)CC)C)OC